CC1=C(C(=CC(=C1)C(C)(C)C)C(C)(C)C)O 2-methyl-4,6-di-tert-butylphenol